N,N'-bis(2,6-dimethylphenyl)acenaphthylene-1,2-diimine nickel (II) bromide [Ni](Br)Br.CC1=C(C(=CC=C1)C)N=C1C(C2=CC=CC3=CC=CC1=C23)=NC2=C(C=CC=C2C)C